4,5-dihydro-oxazol-2-ylamine O1C(=NCC1)N